FC=1C=C(C=C(C1)F)N1N=CC(=C1)[C@H](C(=O)NC1=CC(=NN1)C1COC1)C (R)-2-(1-(3,5-difluorophenyl)-1H-pyrazol-4-yl)-N-(3-(oxetan-3-yl)-1H-pyrazol-5-yl)propanamide